FC(C(=O)N)C(O)C1=CC=C(C=C1)F 2-fluoro-3-(4-fluorophenyl)-3-hydroxypropionamide